CN(CCC1=CNC2=CC=C3C(=C12)OB(O3)O)C 8-(2-(dimethylamino)ethyl)-6H-[1,3,2]dioxaborolo[4,5-e]indol-2-ol